CN1C(=CC=C1)C(C)=O 1-METHYL-2-ACETYLPYRROLE